5-(4-((3-ethyl-5-formyl-2,4-dioxo-1,2,3,4-tetrahydroquinazolin-7-yl)methyl)piperazin-1-yl)-N,6-dimethylpyridineamide C(C)N1C(NC2=CC(=CC(=C2C1=O)C=O)CN1CCN(CC1)C=1C=CC(=NC1C)C(=O)NC)=O